OC(C)N1C(=NCC1)C=CCCCCCCCCCCCCCCC 1-hydroxyethyl-2-heptadecenyl-imidazoline